1-[6-(2,5-dioxopyrrolidin-1-yloxy)-6-oxohexyl]-3,3-dimethyl-1,3-dihydro-2H-indol-2-ylidene(prop-1-en-1-yl)-3,3-dimethyl-3H-indolium O=C1N(C(CC1)=O)OC(CCCCCN1C(C(C2=CC=CC=C12)(C)C)=C1[NH+](C2=CC=CC=C2C1(C)C)C=CC)=O